3-phenyl-5-isoOxazolone C1(=CC=CC=C1)C=1NOC(C1)=O